tert-butyl (S)-4-(5-hydroxy-2-methylpentane-2-yl)-2,2-dimethyloxazolidin-3-carboxylate OCCCC(C)(C)[C@@H]1N(C(OC1)(C)C)C(=O)OC(C)(C)C